N1C[C@H](CC1)NC(OC(C)(C)C)=O tert-butyl (S)-pyrrolidin-3-yl-carbamate